2-vinyl-4,6-diamino-s-triazine C(=C)C1=NC(=NC(=N1)N)N